(S)-2-(4-(6-((4-Cyano-2-fluorobenzyl)oxy)pyridin-2-yl)-2,5-difluorobenzyl)-1-(oxetan-2-ylmethyl)-1H-benzo[d]imidazol C(#N)C1=CC(=C(COC2=CC=CC(=N2)C2=CC(=C(CC3=NC4=C(N3C[C@H]3OCC3)C=CC=C4)C=C2F)F)C=C1)F